FC1=C[C@H](CS1)NC(OCC1=CC=CC=C1)=O benzyl (R)-(5-fluoro-2,3-dihydrothiophen-3-yl)carbamate